1,3-dibromo-2-methoxy-5-nitrobenzene BrC1=C(C(=CC(=C1)[N+](=O)[O-])Br)OC